2-(3,6-dihydro-2H-pyran-4-yl)-N-(3-(pyrrolidin-1-yl)propyl)-5-(trifluoromethyl)-1H-pyrrolo[2,3-b]pyridin-4-amine O1CCC(=CC1)C1=CC2=C(N=CC(=C2NCCCN2CCCC2)C(F)(F)F)N1